NC=1C=2N(C(=C(N1)C=1C=C(C#N)C=CC1)Br)N=CN2 3-(8-amino-5-bromo-[1,2,4]triazolo[1,5-a]pyrazin-6-yl)benzonitrile